C(OSSOCCOCCO)COCCO 2,2'-[dithio-bis(2,1-ethylenedioxy)]diethanol